ClC1=CC=C(C=C1)C1=NN=NN1CC1=CC=C(C=C1)C1=NOC(=N1)C(F)(F)F 3-[4-[[5-(4-chlorophenyl)tetrazol-1-yl]methyl]phenyl]-5-(trifluoromethyl)-1,2,4-oxadiazole